N1C(=CC=C1)C(C)S 1-(1H-Pyrrol-2-yl)ethanethiol